COCCOCOC1=C(C=C(C(=C1)C)N1C(C2=CC=C(C=C2CC1)C1=CC=CC=C1)=O)NS(=O)(=O)C N-(2-((2-methoxyethoxy)methoxy)-4-methyl-5-(1-oxo-6-phenyl-3,4-dihydroisoquinolin-2(1H)-yl)phenyl)methanesulfonamide